Cl.NC[C@@H](C(F)F)O (2S)-3-amino-1,1-difluoropropan-2-ol hydrochlorid